1-(2-methylpyridin-4-yl)benzene-1,2-diamine CC1=NC=CC(=C1)C1(C(C=CC=C1)N)N